OC1C(C(NC1)=O)(C)C 4-hydroxy-3,3-dimethyltetrahydropyrrole-2-one